CC(C(=O)OC)(CC(=O)OC1=C(N=CNC1=O)C[C@H](CN1CC(C1)C#N)C1=CC=C(C=C1)C#CC1=CC=C(C=C1)CN1CCOCC1)C (S)-4-(4-(3-(3-cyanoazetidin-1-yl)-2-(4-((4-(morpholinomethyl) phenyl) ethynyl) phenyl) propyl)-6-oxo-1,6-dihydropyrimidin-5-yl) 1-methyl 2,2-dimethylsuccinate